ethyl 6-amino-5-(trifluoromethyl)nicotinate NC1=NC=C(C(=O)OCC)C=C1C(F)(F)F